2-(1,2-dihydroxyethyl)-3-methyl-5-(2-methyl-4-(6-(trifluoromethyl)quinazolin-2-yl)phenyl)-6,7-dihydropyrazolo[1,5-a]pyrazin-4(5H)-one OC(CO)C1=NN2C(C(N(CC2)C2=C(C=C(C=C2)C2=NC3=CC=C(C=C3C=N2)C(F)(F)F)C)=O)=C1C